1-(2,3-bis(2-fluorophenyl)quinolin-6-yl)-3-butylurea FC1=C(C=CC=C1)C1=NC2=CC=C(C=C2C=C1C1=C(C=CC=C1)F)NC(=O)NCCCC